N=1C=C(N2C1C=NC=C2)C=2C=C1C(=NC=NC1=CC2)NC(CO)C2=CC=CC=C2 2-[(6-imidazo[1,2-a]pyrazin-3-yl-quinazolin-4-yl)amino]-2-phenyl-ethanol